nitronite N([O-])=C